1-methyl-6-oxo-N-(5-{1-[4-(trifluoromethyl)phenyl]-1H-pyrazol-4-yl}-1H-indol-3-yl)piperidine-3-carboxamide CN1CC(CCC1=O)C(=O)NC1=CNC2=CC=C(C=C12)C=1C=NN(C1)C1=CC=C(C=C1)C(F)(F)F